FC1=CC=C(C2=NC(N=C21)(C)C)[N+](=O)[O-] 4-fluoro-2,2-dimethyl-7-nitro-2H-benzo[d]imidazole